1-methyl-1-oxo-3H-1,2-benzothiazole-5-carboxylic acid ethyl ester C(C)OC(=O)C=1C=CC2=C(CNS2(=O)C)C1